C(#N)C(CNC=1C(=CC=C2C=CC(=CC12)C1=CC(=NC=C1)C(=O)O)OC)=C 4-{8-[(2-cyano-2-methylideneethyl)amino]-7-methoxynaphthalen-2-yl}pyridine-2-carboxylic acid